FC(C1=C(C(NC2=CC=NC=C12)=O)CC(=O)O)F [4-(difluoromethyl)-2-oxo-1H-1,6-naphthyridin-3-yl]acetic acid